C[N+]1(CCOCC1)C N,4-dimethylmorpholinium